E-2,4,4-trimethyl-3-(3-methylbut-2-enoxymethylene)hexa-1,5-diene CC(=C)\C(\C(C=C)(C)C)=C/OCC=C(C)C